FC1(CC(C(C1)OC1=NC(=NC=C1C#N)SC)(C)O)F 4-((4,4-difluoro-2-hydroxy-2-methylcyclopentyl)oxy)-2-(methylthio)pyrimidine-5-carbonitrile